Sodium 3-(7-chloroimidazo[1,2-a]pyridin-2-yl)-4-(thiophen-2-ylmethyl)-5-thioxo-4,5-dihydro-1,2,4-triazol-1-ide ClC1=CC=2N(C=C1)C=C(N2)C2=N[N-]C(N2CC=2SC=CC2)=S.[Na+]